4-Cyano-N,N-diphenylaniline C(#N)C1=CC=C(N(C2=CC=CC=C2)C2=CC=CC=C2)C=C1